2-((3-bromo-2-chlorophenyl)amino)thiazole-5-carbaldehyde BrC=1C(=C(C=CC1)NC=1SC(=CN1)C=O)Cl